FC=1C=C2C(=C(C=NC2=CC1F)C(=O)N1CCN(CC1)C(=O)N1CCCC1)N1CCC2(OCCO2)CC1 (6,7-difluoro-4-(1,4-dioxa-8-azaspiro[4.5]decan-8-yl)quinolin-3-yl)(4-(pyrrolidine-1-carbonyl)piperazin-1-yl)methanone